C(C1=CC=CC=C1)C(CC(F)(F)F)(C)NC(=O)C=1C=NC2=C(C=CC=C2C1)Cl N-(1-benzyl-3,3,3-trifluoro-1-methyl-propyl)-8-chloro-quinoline-3-carboxamide